N-(4-((6-(1,1-difluoroethyl)pyridin-2-yl)amino)-5-(5-fluoropyrimidin-2-yl)pyridin-2-yl)acetamide FC(C)(F)C1=CC=CC(=N1)NC1=CC(=NC=C1C1=NC=C(C=N1)F)NC(C)=O